quinoxaline mercury [Hg].N1=CC=NC2=CC=CC=C12